methyl (Z)-2-[5-[3-(1-ethylpropyl)pyrazol-1-yl]-2-methyl-phenoxy]-3-methoxy-prop-2-enoate C(C)C(CC)C1=NN(C=C1)C=1C=CC(=C(O\C(\C(=O)OC)=C/OC)C1)C